O=C(CNC(OC(C)(C)C)=O)N1C(CCC1)C(NC(C1=CC=C(C=C1)C(C)C)C1=CC=CC=C1)=O tert-butyl N-{2-oxo-2-[2-({phenyl[4-(propan-2-yl)phenyl]methyl}carbamoyl)pyrrolidin-1-yl]ethyl}carbamate